C(C(=C)C)(=O)OC(CCC(F)(F)F)(F)F Pentafluorobutyl methacrylate